2-((1R,5S)-8-(7-(3-hydroxynaphthalen-1-yl)-2-(((S)-1-methylpyrrolidin-2-yl)methoxy)quinazolin-4-yl)-3,8-diazabicyclo[3.2.1]octan-3-yl)-2-oxoethane-1-sulfonamide OC=1C=C(C2=CC=CC=C2C1)C1=CC=C2C(=NC(=NC2=C1)OC[C@H]1N(CCC1)C)N1[C@H]2CN(C[C@@H]1CC2)C(CS(=O)(=O)N)=O